ClC=1C=C2C(=NC=NC2=C(C1)I)N([C@@H](C)C1=NC=NN1C=1CCC(N(N1)C)=O)C 6-[5-[(1S)-1-[(6-chloro-8-iodo-quinazolin-4-yl)-methyl-amino]ethyl]-1,2,4-triazol-1-yl]-2-methyl-4,5-dihydropyridazin-3-one